2-chloro-4-fluoro-5-(5-methyl-6-oxo-4-trifluoromethylpyridazin-1(6H)-yl)benzoic acid (1-ethoxy-1-(2-chloroethoxy) carbonylmethyl) ester C(C)OC(C(=O)OCCCl)OC(C1=C(C=C(C(=C1)N1N=CC(=C(C1=O)C)C(F)(F)F)F)Cl)=O